hexadecanedioic monomethyl ester mono-tertiary butyl ester C(C)(C)(C)OC(CCCCCCCCCCCCCCC(=O)OC)=O